2,2-diethyl-6,6-dimethyl-4-piperidone C(C)C1(NC(CC(C1)=O)(C)C)CC